methyl (4R,5R)-2-((R)-3-methyl-1-((S)-3-phenyl-2-(pyrazine-2-carboxamido)propanamido) butyl)-5-(methylamino)-6-oxo-1,3,2-dioxaborinane-4-carboxylate CC(C[C@H](NC([C@H](CC1=CC=CC=C1)NC(=O)C1=NC=CN=C1)=O)B1OC([C@@H]([C@@H](O1)C(=O)OC)NC)=O)C